OC=1C=C2CCN(C(C2=CC1)=O)C 6-hydroxy-2-methyl-3,4-dihydroisoquinolin-1-one